C(CCC)OC1=CC=C(C=C1)C=1C=C2CC(C(C2=CC1F)NC(O[C@@H]1CN2CCC1CC2)=O)(C)C (S)-quinuclidin-3-yl (5-(4-butoxyphenyl)-6-fluoro-2,2-dimethyl-2,3-dihydro-1H-inden-1-yl)carbamate